methyl 6-(4-(1-(4-chloro-3-fluorophenyl)-3-isobutyl-1H-pyrazolo[4,3-b]pyridine-5-carbonyl)-3,3-dimethylpiperazin-1-yl)-2,4-dimethylnicotinate ClC1=C(C=C(C=C1)N1N=C(C2=NC(=CC=C21)C(=O)N2C(CN(CC2)C2=NC(=C(C(=O)OC)C(=C2)C)C)(C)C)CC(C)C)F